OC(C)N1C(=NCC1)CCCCCCCCCCCCCCCCCC 1-hydroxyethyl-2-stearyl-imidazoline